[Ag].[Pt] platinum-silver